N12CC(C(CC1)CC2)OC(=O)N2CCN(CC2)C=2C=C(C=CC2)C2=CC=CC=C2 4-([1,1'-biphenyl]-3-yl)piperazine-1-carboxylic acid quinuclidin-3-yl ester